ClC1=C(C=C(C=C1O)COC)C(\C=C\C1=CC=CC=C1)=O 1-(2-chloro-3-hydroxy-5-methoxymethylphenyl)-3-phenyl-(2E)-2-propen-1-one